tert-butyl 4-(2-methyl-1-oxo-pyrido[3,4-d]pyridazine-4-carbonyl)piperazine-1-carboxylate CN1N=C(C2=C(C1=O)C=CN=C2)C(=O)N2CCN(CC2)C(=O)OC(C)(C)C